1-(3-(4-(Cyclopropanecarbonyl)piperidine-1-carbonyl)-6,8-difluoroquinolin-4-yl)-4-methylpiperidine-4-carbonitrile C1(CC1)C(=O)C1CCN(CC1)C(=O)C=1C=NC2=C(C=C(C=C2C1N1CCC(CC1)(C#N)C)F)F